FC(C)(C)C1=NC(=NC(=C1)C)N1CC2C(C1)CN(C2)C=O ((3r,6s)-5-(4-(2-fluoropropane-2-yl)-6-methylpyrimidin-2-yl)hexahydropyrrolo[3,4-c]pyrrol-2(1H)-yl)methanone